CN1C(C2=CC=CC=C2C(C1=O)(C)CC(=O)NC)=O 2-(2,4-dimethyl-1,3-dioxo-1,2,3,4-tetrahydroisoquinolin-4-yl)-N-methylacetamide